ClC=1C(=C(C=CC1)NC=1C(=NN2C1C(NCC2)=O)C2=C1C(=NC=C2)C=CN1)OC [(3-chloro-2-methoxyphenyl)amino]-2-{1H-pyrrolo[3,2-b]pyridin-7-yl}-5H,6H,7H-pyrazolo[1,5-a]pyrazin-4-one